C(CCCCC)OC=1C=C(C=CC1OC)C(CN1C(=CC(C=C1C)=O)C)=O 1-(2-(3-n-hexyloxy-4-methoxyphenyl)-2-oxoethyl)-2,6-dimethylpyridin-4(1H)-one